4-[3,5-Bis(trifluoromethyl)phenoxy]-2-fluoro-5-methylbenzaldehyde FC(C=1C=C(OC2=CC(=C(C=O)C=C2C)F)C=C(C1)C(F)(F)F)(F)F